CC1=C[C@H]2[C@@]3(CCC(=O)C([C@H]3CC[C@@]2([C@]4([C@@]1(C(=C(C4=O)C)[O-])C)C(=O)OC)C)(C)C)C The molecule is an enolate anion resulting from the deprotonation of the enol of andrastin D.Major species at pH 7.3. Published in http://dx.doi.org/10.1016/j.tet.2013.07.029 It has a role as an EC 2.5.1.58 (protein farnesyltransferase) inhibitor. It is a conjugate base of an andrastin D.